CC(CN(C1=C(C=C(C=C1)CC(=O)N)[N+](=O)[O-])CC(C)C)C 2-[4-[bis(2-methylpropyl)amino]-3-nitrophenyl]acetamide